2-(4-(((3R,3aR,6R,6aR)-6-methoxyhexahydrofuro[3,2-b]furan-3-yl)oxy)phenyl)-4,4,5,5-tetramethyl-1,3,2-dioxaborolane CO[C@@H]1CO[C@H]2[C@@H]1OC[C@H]2OC2=CC=C(C=C2)B2OC(C(O2)(C)C)(C)C